ClC1=CC=C(C=C1)N1C(=NN=C1C1CC1)[C@@H]1CC[C@H](CC1)OC1=NC=CC=C1 trans-2-[4-[4-(4-Chlorophenyl)-5-cyclopropyl-1,2,4-triazol-3-yl]cyclohexyl]oxypyridine